N4-(2-(((S)-2-methylpyrrolidin-1-yl)methyl)-1H-benzo[d]imidazol-5-yl)terephthalamide C[C@@H]1N(CCC1)CC1=NC2=C(N1)C=CC(=C2)NC(C2=CC=C(C(=O)N)C=C2)=O